3-deoxy-β-D-galactopyranose O[C@H]1[C@H](O)C[C@@H](O)[C@H](O1)CO